[Zr+4].C(C)N 1-ethanamine zirconium(IV)